4-(2-aminoprop-2-yl)-1-methylcyclohexane-1,2-diamine NC(C)(C)C1CC(C(CC1)(N)C)N